ClC=1C=CC(=C2C=NN(C(C12)=O)C)N(C)C1CC2(CN(C2)CCNC2=CC=3N(C=C2F)C=NN3)C1 8-chloro-5-((2-(2-((6-fluoro-[1,2,4]triazolo[4,3-a]pyridin-7-yl)amino)ethyl)-2-azaspiro[3.3]heptan-6-yl)(methyl)amino)-2-methylphthalazin-1(2H)-one